C(#N)C=1C(=NC(=CC1C(F)(F)F)C(F)(F)F)NCC(=O)N(C)C=1C=C2C=CNC2=CC1 2-((3-cyano-4,6-bis(trifluoromethyl)pyridin-2-yl)amino)-N-(1H-indol-5-yl)-N-methylacetamide